6-bromo-7-fluoro-2-methylimidazo[1,2-a]pyridine BrC=1C(=CC=2N(C1)C=C(N2)C)F